tert-butyl (2R)-2-[[tert-butyl(diphenyl)silyl]oxymethyl]-3-oxo-piperidine-1-carboxylate [Si](C1=CC=CC=C1)(C1=CC=CC=C1)(C(C)(C)C)OC[C@H]1N(CCCC1=O)C(=O)OC(C)(C)C